COCC(C)O methoxy-2-propanol